OC(C=C)C(CCCC)C 3-hydroxy-4-methyl-oct-1-ene